COC=1N=C2C(=NC1C)N=CCC2=O methoxy-3-methyl-8-oxopyrido[2,3-b]pyrazin